difluoroethylaluminum FC(C[Al])F